2-[3-(4,7-diazaspiro[2.5]octan-4-yl)propyl]-1H-isoindole-1,3(2H)-dione C1CC12N(CCNC2)CCCN2C(C1=CC=CC=C1C2=O)=O